C1C[C@@H]2CN(C(=O)C3=CC=CC(=C23)C1)[C@@H]4CN5CCC4CC5 The molecule is an organic heterotricyclic compound that is an antiemetic used (as its hydrochloride salt) in combination with netupitant (under the trade name Akynzeo) to treat nausea and vomiting in patients undergoing cancer chemotherapy. It has a role as an antiemetic and a serotonergic antagonist. It is a delta-lactam, an organic heterotricyclic compound and an azabicycloalkane. It is a conjugate base of a palonosetron(1+).